2,4-bis(3-biphenylyl)cyclobutanedicarboxylic acid C1(=CC(=CC=C1)C1C(C(C1)C=1C=C(C=CC1)C1=CC=CC=C1)(C(=O)O)C(=O)O)C1=CC=CC=C1